C(C)(C)(C)OC(=O)N(C1=CC(=NC=2N1N=CC2C(C)C)NC[C@@H]2[C@H](CN(CC2)C(=O)[O-])O)CC2=CN=C1N2C=CC=C1 (3R,4R)-4-(((7-((tert-butoxycarbonyl) (imidazo[1,2-a]pyridin-3-ylmethyl) amino)-3-isopropylpyrazolo[1,5-a]pyrimidin-5-yl) amino) methyl)-3-hydroxypiperidine-1-carboxylate